N-(5-bromo-2-(trifluoromethoxy)phenyl)propane-1-sulfonamide BrC=1C=CC(=C(C1)NS(=O)(=O)CCC)OC(F)(F)F